8,9,10,11-Tetrachloro-12H-phthaloperin-12-on ClC1=C2C3=NC4=CC=CC5=CC=CC(N3C(C2=C(C(=C1Cl)Cl)Cl)=O)=C54